6-amino-4-(cyclopentyloxy)nicotinonitrile NC1=NC=C(C#N)C(=C1)OC1CCCC1